CN1N=CC2=CC=C(C=C12)C=1C2=C(NN1)C1=C(C2)SC(=C1)C1=CC=C(C=C1)NC1CCOCC1 N-(4-(3-(1-methyl-1H-indazol-6-yl)-1,4-dihydrothieno[2',3':4,5]cyclopenta[1,2-c]pyrazol-6-yl)phenyl)tetrahydro-2H-pyran-4-amine